CCCCCCCCCCCCC(=O)O[C@H](COC(=O)CCCCCCC/C=C\CCCCC)COP(=O)([O-])OCC[N+](C)(C)C 1-(9Z-pentadecenoyl)-2-tridecanoyl-glycero-3-phosphocholine